BrC1=CC2=C(N(C(N2CC2CCN(CC2)C2COC2)=O)CC2=NC=C(C=C2)C=2OC(=NN2)C(F)F)C=C1F 5-bromo-1-((5-(5-(difluoromethyl)-1,3,4-oxadiazole-2-yl)pyridine-2-yl)methyl)-6-fluoro-3-((1-(oxetan-3-yl)piperidine-4-yl)methyl)-1,3-dihydro-2H-benzo[d]imidazole-2-one